ClC1=C(CC=2C=C3C(C(=CN(C3=CC2)CS(N)(=O)=O)C(=O)O)=O)C=CC=C1Cl 6-(2,3-Dichlorobenzyl)-4-oxo-1-sulfamoylmethyl-1,4-dihydroquinoline-3-carboxylic acid